[(3aS,4R,6aR)-4-[(6-bromo-3-pyridazinyl)amino]hexahydrocyclopenta[c]pyrrol-2(1H)-yl][2-(dimethyl-Amino)thieno[2,3-d][1,3]thiazol-5-yl]methanone BrC1=CC=C(N=N1)N[C@@H]1CC[C@H]2CN(C[C@H]21)C(=O)C2=CC1=C(N=C(S1)N(C)C)S2